5-{1-fluoro-3-hydroxy-7-[(2-methoxyethyl)amino]naphthalen-2-yl}-1λ6,2,5-thiadiazolidine-1,1,3-trione FC1=C(C(=CC2=CC=C(C=C12)NCCOC)O)N1CC(NS1(=O)=O)=O